4-((1R,5S)-3,8-diazabicyclo[3.2.1]octan-3-yl)-6,8-difluoro-7-(4-fluoro-1H-indol-3-yl)-2-((tetrahydro-1H-pyrrolizin-7a(5H)-yl)methoxy)quinazoline [C@H]12CN(C[C@H](CC1)N2)C2=NC(=NC1=C(C(=C(C=C21)F)C2=CNC1=CC=CC(=C21)F)F)OCC21CCCN1CCC2